triphenylcarbon tetrakis(perfluoronaphthyl)borate Triphenylborate C1(=CC=CC=C1)OB(OC1=CC=CC=C1)OC1=CC=CC=C1.FC1=C(C2=C(C(=C(C(=C2C(=C1F)F)F)F)F)F)[B-](C1=C(C(=C(C2=C(C(=C(C(=C12)F)F)F)F)F)F)F)(C1=C(C(=C(C2=C(C(=C(C(=C12)F)F)F)F)F)F)F)C1=C(C(=C(C2=C(C(=C(C(=C12)F)F)F)F)F)F)F.C1(=CC=CC=C1)[C+](C1=CC=CC=C1)C1=CC=CC=C1